NC=1C(=NC(=C(N1)F)C1=CC=C(C=C1)N1CCOCC1)C=1C=C2CC(NC(C2=CC1)=O)COC(NC)=O ((6-(3-amino-5-fluoro-6-(4-morpholinophenyl)pyrazin-2-yl)-1-oxo-1,2,3,4-tetrahydroisoquinolin-3-yl)methyl)(methyl)carbamate